Cl.NC1=C(C=CC(=C1)OC)C1=C(N=C2N1CCN2C(C)=O)C2=NC(=CC=C2)C 1-(5-(2-Amino-4-methoxyphenyl)-6-(6-methylpyridin-2-yl)-2,3-dihydro-1H-imidazo[1,2-a]imidazol-1-yl)ethan-1-one hydrochloride